[Li].[Mg] magnesium-lithium